N,N-dimethyl-thiocarbamoyl chloride CN(C(=S)Cl)C